CC1(OCC(O1)CN(C=1SC=C(N1)C(=O)OC)C=1N=NC(=C(C1)C)\N=C\1/SC2=C(N1COCC[Si](C)(C)C)C=CC=C2)C methyl 2-[(2,2-dimethyl-1,3-dioxolan-4-yl)methyl-[5-methyl-6-[(Z)-[3-(2-trimethylsilylethoxymethyl)-1,3-benzothiazol-2-ylidene]amino]pyridazin-3-yl]amino]thiazole-4-carboxylate